C1(CC1)C=1C(=NON1)C(=O)N[C@H](C=1N=C2N(N=C(C=N2)C[C@@H]2C(NC[C@@H](C2)C(F)(F)F)=O)C1)C1CCC(CC1)(F)F 4-Cyclopropyl-N-((1S)-(4,4-difluorocyclohexyl)(2-(((3R,5R)-2-oxo-5-(trifluoromethyl)piperidin-3-yl)methyl)imidazo[1,2-b][1,2,4]triazin-6-yl)methyl)-1,2,5-oxadiazole-3-carboxamide